(S)-N-(3-chloro-2,4-difluorophenyl)-7-(1-cyclopropyl-1H-pyrazol-4-yl)-5-(1-(pyrimidin-2-yl)ethoxy)quinazolin-4-amine ClC=1C(=C(C=CC1F)NC1=NC=NC2=CC(=CC(=C12)O[C@@H](C)C1=NC=CC=N1)C=1C=NN(C1)C1CC1)F